(S)-1-(4-(6-bromo-5-methyl-2-((1-methylpyrrolidin-2-yl)methoxy)pyrimidin-4-yl)piperazin-1-yl)prop-2-en-1-one BrC1=C(C(=NC(=N1)OC[C@H]1N(CCC1)C)N1CCN(CC1)C(C=C)=O)C